tetramethyl-1-(tert-butyl)-1H-pyrrole-2,3,4,5-tetracarboxylic acid COC(=O)C1=C(C(=C(N1C(C)(C)C)C(=O)OC)C(=O)OC)C(=O)OC